ClC1=C(C2=C(C(N3[C@@H](CO2)CN(CC3)C(=O)OC(C)(C)C)=O)C(=N1)NC1=C(C(=NN1C(C)C)Cl)C)Cl tert-Butyl (R)-3,4-dichloro-1-((3-chloro-1-isopropyl-4-methyl-1H-pyrazol-5-yl)amino)-12-oxo-6a,7,9,10-tetrahydro-12H-pyrazino[2,1-c]pyrido[3,4-f][1,4]oxazepine-8(6H)-carboxylate